2-(4-cyclopropyl-6-methoxypyrimidin-5-yl)-4-(4-(1-methyl-4-(trifluoromethyl)-1H-imidazol-2-yl)benzyl)pyrido[2,3-d]pyrimidine C1(CC1)C1=NC=NC(=C1C=1N=C(C2=C(N1)N=CC=C2)CC2=CC=C(C=C2)C=2N(C=C(N2)C(F)(F)F)C)OC